COC([C@H](C(C)(C)OCC=C)NC(=O)OC(C)(C)C)=O (S)-3-(allyloxy)-2-((tert-butoxycarbonyl)amino)-3-methylbutanoic acid methyl ester